2,5-dimethyl-3-ethyl-4-isobutoxyphenol CC1=C(C=C(C(=C1CC)OCC(C)C)C)O